(4R,5S)-5-(3,4-difluoro-2-methoxyphenyl)-2,2-bis(trifluoromethyl)-1,3-dioxolane-4-carboxylic acid FC=1C(=C(C=CC1F)[C@H]1[C@@H](OC(O1)(C(F)(F)F)C(F)(F)F)C(=O)O)OC